diethyl (4-bromobutyl) phosphate P(=O)(OCC)(OCC)OCCCCBr